C(C)(C)(C)C=1C=CC(=C(C1)C1=CC=CC=C1)N1C(=NC=2C1=C1OC=3C=CC=CC3B3C1=C(C2)OC=2C=CC=CC23)C=2C=C(C=CC2)O 3-(13-(5-(tert-butyl)-[1,1'-biphenyl]-2-yl)-13H-9,14-dioxa-11,13-diaza-4b-boracyclopenta[a]naphtho[3,2,1-de]anthracen-12-yl)phenol